[K].C1CCC2=C(C=3CCCC3C=C12)NC(=O)NS(=O)(=O)N1C[C@H]2CN([C@H]2C1)C (1R,5R)-N-((1,2,3,5,6,7-Hexahydro-s-indacen-4-yl)carbamoyl)-6-methyl-3,6-diazabicyclo[3.2.0]heptane-3-sulfonamide, potassium salt